Bis-(4-dodecylphenyl)iodonium hexafluoroantimonat F[Sb-](F)(F)(F)(F)F.C(CCCCCCCCCCC)C1=CC=C(C=C1)[I+]C1=CC=C(C=C1)CCCCCCCCCCCC